4-[[2-(5-chloro-2-hydroxy-phenyl)acetyl]amino]-N-[4-(2-hydroxyethyl)tetrahydropyran-4-yl]pyridine-2-carboxamide ClC=1C=CC(=C(C1)CC(=O)NC1=CC(=NC=C1)C(=O)NC1(CCOCC1)CCO)O